CC1(OC2=C(CC1)C=CC=C2S(=O)(=O)N)C 2,2-dimethyl-3,4-dihydro-2H-1-benzopyran-8-sulfonamide